3,7-Dibromonaphthalin BrC=1C=CC2=CC(=CC=C2C1)Br